FC1(CC1)CO (1-Fluoro-cyclopropyl)-methanol